N1(CCOCC1)NC(N)=O 3-morpholin-4-ylurea